3,3-bis(4-cyanatophenyl)hexane O(C#N)C1=CC=C(C=C1)C(CC)(CCC)C1=CC=C(C=C1)OC#N